BrC=1C(=C(C=C(C1)Cl)C1=NN=C(N1C)C1=C(C=CC=C1F)F)OC(F)F 3-(3-bromo-5-chloro-2-(difluoromethoxy)phenyl)-5-(2,6-difluorophenyl)-4-methyl-4H-1,2,4-triazole